3-(3-Bromophenyl)-1-(5-((5-cyclopropyl-3-(2,6-dichlorophenyl)isoxazol-4-yl)methoxy)pyrazin-2-yl)cyclobutanol BrC=1C=C(C=CC1)C1CC(C1)(O)C1=NC=C(N=C1)OCC=1C(=NOC1C1CC1)C1=C(C=CC=C1Cl)Cl